5-((5-ethyl-3-methyldihydroindol-1-yl)sulfonyl)-2-((tetrahydro-2H-pyran-4-yl)methoxy)benzyl alcohol C(C)C=1C=C2C(CN(C2=CC1)S(=O)(=O)C=1C=CC(=C(CO)C1)OCC1CCOCC1)C